N-Benzyl-N-isopropyl-4-(3-thiazol-5-ylmethyl-ureido)-benzenesulfonamide C(C1=CC=CC=C1)N(S(=O)(=O)C1=CC=C(C=C1)NC(=O)NCC1=CN=CS1)C(C)C